2,5-dichloro-3-((4-(1,1-difluoroethyl)-1-((4-methoxy-2,6-dimethylpyrimidin-5-yl)methyl)-6-oxo-1,6-dihydropyrimidin-5-yl)oxy)benzonitrile ClC1=C(C#N)C=C(C=C1OC1=C(N=CN(C1=O)CC=1C(=NC(=NC1C)C)OC)C(C)(F)F)Cl